5-chloro-N-(3-(N-methyl-N-phenylsulfamoyl)phenyl)thiophene-2-carboxamide ClC1=CC=C(S1)C(=O)NC1=CC(=CC=C1)S(N(C1=CC=CC=C1)C)(=O)=O